Cl.BrCC1=C(C=NN1C)C=1C=CC=C2C(=C(N(C12)CCCCNC)C(=O)OCC)CCCOC1=CC=CC2=CC=CC=C12 ethyl 7-[5-(bromomethyl)-1-methyl-1H-pyrazol-4-yl]-1-[4-(methylamino)butyl]-3-[3-(naphthalen-1-yloxy)propyl]-1H-indole-2-carboxylate hydrochloric acid salt